O1CC=NC2=C1C=CC=C2 benzo[5,6][1,4]oxazin